5-(N-(4-chloro-2-(((furan-2-ylmethyl)amino)methyl)phenyl)-N-ethylsulfamoyl)-3-methylbenzofuran ClC1=CC(=C(C=C1)N(S(=O)(=O)C=1C=CC2=C(C(=CO2)C)C1)CC)CNCC=1OC=CC1